FC=1C(=CC(=C(N)C1)C)N1CCN(CC1)C 5-fluoro-2-methyl-4-(4-methylpiperazin-1-yl)aniline